Methyl-6-(trifluoromethyl)pyridazin-4-carboxylic acid CC=1N=NC(=CC1C(=O)O)C(F)(F)F